ethyl 3-(3-methoxy-5-nitrophenoxy)acrylate COC=1C=C(OC=CC(=O)OCC)C=C(C1)[N+](=O)[O-]